{3-[(3-{[(1R,2S)-2-fluorocyclopropyl]carbamoyl}-8-(methylamino)imidazo[1,2-b]pyridazin-6-yl)amino]-2-methoxyphenyl}pyridine-3-carboxylic acid F[C@@H]1[C@@H](C1)NC(=O)C1=CN=C2N1N=C(C=C2NC)NC=2C(=C(C=CC2)C2=NC=CC=C2C(=O)O)OC